FC1=C(C=C(C(=C1)F)C(NC1=NC(=CC=C1)C1=NN=CN1C(C)C)=O)NC(CCC(=O)NCCOCCNC1=C2C(N(C(C2=CC=C1)=O)C1C(NC(CC1)=O)=O)=O)=O N1-(2,4-difluoro-5-((6-(4-isopropyl-4H-1,2,4-triazol-3-yl)pyridin-2-yl)carbamoyl)phenyl)-N4-(2-(2-((2-(2,6-dioxopiperidin-3-yl)-1,3-dioxoisoindolin-4-yl)amino)ethoxy)ethyl)succinamide